C[C@@H]1CN(C[C@H]2N1CCN(C2)C2=CN=CC=1CNCCC21)C2=C1C=CC=NC1=C(C=C2)C#N 5-[(4R,9aR)-4-methyl-8-(5,6,7,8-tetrahydro-2,7-naphthyridin-4-yl)-3,4,6,7,9,9a-hexahydro-1H-pyrazino[1,2-a]pyrazin-2-yl]quinoline-8-carbonitrile